OC=1C=NC2=CC(=CC=C2C1)B(O)O 3-HYDROXYQUINOLINE-7-BORONIC ACID